2-(cyano-(5-fluoro-3-pyridyl)-amino)-N-(2,2-dimethylcyclobutyl)-5-methyl-thiazole-4-carboxamide C(#N)N(C=1SC(=C(N1)C(=O)NC1C(CC1)(C)C)C)C=1C=NC=C(C1)F